7-bromo-1,2,4-trimethyl-3-oxo-1,2,3,4-tetrahydroquinoxaline-6-carboxylic acid BrC1=C(C=C2N(C(C(N(C2=C1)C)C)=O)C)C(=O)O